3,5,6-trimethylphenol CC=1C=C(C(=C(C1)C)C)O